C1(=CC=CC=C1)C=1C=C(C2=CC=CC=C2C1)N1C(=CC2=CC=CC=C12)C1=C(C=CC=C1)C N-(3-phenylnaphthyl)-2-(2-methylphenyl)-indole